1-(4-(2-(4-Fluorophenyl)-3,4-dihydronaphthalen-1-yl)phenyl)-4-isopropylpiperazine FC1=CC=C(C=C1)C1=C(C2=CC=CC=C2CC1)C1=CC=C(C=C1)N1CCN(CC1)C(C)C